3-(1-(methyl-d3)-1H-indazol-5-yl)-2-(6-methylpyridin-2-yl)imidazo[1,2-a]pyrimidine C(N1N=CC2=CC(=CC=C12)C1=C(N=C2N1C=CC=N2)C2=NC(=CC=C2)C)([2H])([2H])[2H]